(4-cyanophenyl)-4,4,4-trifluorobutanoic acid ethyl ester C(C)OC(C(CC(F)(F)F)C1=CC=C(C=C1)C#N)=O